2-{4-[(4-{[tert-butyl(dimethyl)silyl]oxy}phenyl){1-methyl-5-[3-(tetrahydro-2H-pyran-2-yloxy)propyl]-tert-Butyl 1H-pyrazol-4-yl}carbamoyl]-1,5-dimethyl-1H-pyrrol-2-yl}-4-chlorobenzoate [Si](C)(C)(C(C)(C)C)OC1=CC=C(C=C1)N(C(=O)C=1C=C(N(C1C)C)C1=C(C(=O)[O-])C=CC(=C1)Cl)C=1C(=NN(C1CCCOC1OCCCC1)C)C(C)(C)C